NC=1SC2=C(C1C#N)C(=CC=C2F)C2=C(C(=C1C=NC(=NC1=C2F)OC[C@H]2N(CCC2)C)CO)Cl 2-Amino-4-[6-chloro-8-fluoro-5-(hydroxymethyl)-2-[[(2S)-1-methylpyrrolidin-2-yl]methoxy]quinazolin-7-yl]-7-fluoro-benzothiophene-3-carbonitrile